1-(1,5-dimethyl-1H-pyrazol-3-yl)ethan-1-one CN1N=C(C=C1C)C(C)=O